OC1CC(C1)C#N 3-Hydroxycyclobutanenitrile